C(=O)O.CN(C)C(C(=O)N)=CC (dimethylamino)but-2-enamide formate salt